C(C1=CC=CC=C1)OC(=O)NC(C(=O)O)CC(N)=O 2-{[(benzyloxy)carbonyl]amino}-3-carbamoyl-propionic acid